5-amino-1-methyl-1H-pyrazole-3-carbonitrile NC1=CC(=NN1C)C#N